6,8-dichloro-3-methylimidazo[1,5-a]pyrazine ClC=1N=C(C=2N(C1)C(=NC2)C)Cl